CC(=CCOC=1C=C(C=CC1)B(O)O)C (3-[(3-METHYLBUT-2-EN-1-YL)OXY]PHENYL)BORANEDIOL